O[C@H](C1=CC2=C(C(=NO2)NS(=O)(=O)C2=C(C=CC=C2OC)OC)C(=C1)OC)C=1OC=CN1 N-{6-[(R)-hydroxy(1,3-oxazol-2-yl)methyl]-4-methoxy-1,2-benzoxazol-3-yl}-2,6-dimethoxybenzenesulfonamide